Copper-Aluminium-Manganese [Mn].[Al].[Cu]